N1C(=NC=C1)C=1C=C(C=C(C1)NC(C)C)NC(=O)C=1C=NN2C1N=C(C=C2)C2CC2 N-(3-(1H-imidazol-2-yl)-5-(isopropylamino)phenyl)-5-cyclopropylpyrazolo[1,5-a]pyrimidine-3-carboxamide